5-(4-amino-5-(trifluoromethyl)pyrrolo[2,1-f][1,2,4]triazin-7-yl)-4-fluoro-2-methylbenzoic acid, sodium salt [Na+].NC1=NC=NN2C1=C(C=C2C=2C(=CC(=C(C(=O)[O-])C2)C)F)C(F)(F)F